[Fe+3].CC1=CC=C(C=C1)S(=O)(=O)[O-].CC1=CC=C(C=C1)S(=O)(=O)[O-].CC1=CC=C(C=C1)S(=O)(=O)[O-] p-toluenesulfonate iron (III)